(S)-3-amino-5-methyl-7-(((R)-1-methylpyrrolidin-3-yl)oxy)-2,3-dihydrobenzo[b][1,4]oxazepin-4(5H)-one N[C@@H]1C(N(C2=C(OC1)C=CC(=C2)O[C@H]2CN(CC2)C)C)=O